(E)-ethyl 3-(5-(phenylsulfonamido)benzo[b]thiophen-2-yl)acrylate C1(=CC=CC=C1)S(=O)(=O)NC1=CC2=C(SC(=C2)/C=C/C(=O)OCC)C=C1